C1(CC1)C([C@@H](C=1OC2=C(N1)C=C(C=C2)CN2C(N[C@@H](C2)C(F)(F)F)=O)NC(=O)C=2N=CSC2C)C2CC2 N-((S)-2,2-dicyclopropyl-1-(5-(((S)-2-oxo-4-(trifluoro-methyl)imidazolidin-1-yl)methyl)benzo[d]oxazol-2-yl)ethyl)-5-methylthiazole-4-carboxamide